Rac-N,N-dibenzyl-1-(8,8-difluoro-1,4-dioxaspiro[4.5]decan-7-yl)methylamine C(C1=CC=CC=C1)N(CC1=CC=CC=C1)C[C@H]1CC2(OCCO2)CCC1(F)F |r|